CC1=C(C=2N(C=C1C1=C(C=3N=C(SC3N1)N1[C@H](CN(CC1)CC(C)(O)C)C)C(C)C)N=CN2)C (S)-1-(4-(5-(7,8-dimethyl-[1,2,4]triazolo[1,5-a]pyridin-6-yl)-6-isopropyl-4H-pyrrolo[3,2-d]thiazol-2-yl)-3-methylpiperazin-1-yl)-2-methylpropan-2-ol